4-chloro-2-[(4-trifluoromethyl-2-pyrimidinyl)amino]-acetic acid phenyl ester C1(=CC=CC=C1)OC(CNC1=NC=CC(N1)(C(F)(F)F)Cl)=O